Cl.Cl.FC1=CC(=CC2=C1N=C(S2)C2CCNCC2)C2=CC1=CN(N=C1C(=C2)CN)C 1-{5-[4-fluoro-2-(piperidin-4-yl)-1,3-benzothiazol-6-yl]-2-methyl-2H-indazol-7-yl}methanamine dihydrochloride